4-Amino-1-(4-(1-deutero-1-hydroxyethyl)phenyl)-2-oxo-7-(trifluoromethyl)-1,2-dihydroquinoline-3-carboxylic acid methyl ester COC(=O)C=1C(N(C2=CC(=CC=C2C1N)C(F)(F)F)C1=CC=C(C=C1)C(C)(O)[2H])=O